ClC=1C=C(CNCCC=2NC(=NN2)CCNC2=NC3=C(C4=CN=CC=C24)C=CC(=C3)C(=O)N)C=CC1OC(F)(F)F 5-((2-(5-(2-((3-Chloro-4-(trifluoromethoxy)benzyl)amino)ethyl)-4H-1,2,4-triazol-3-yl)ethyl)amino)benzo[c][2,6]naphthyridine-8-carboxamide